tert-butyl methyl(4-oxo-4-(4-(5-(trifluoromethyl)pyrimidin-2-yl)piperazin-1-yl)butan-2-yl)carbamate CN(C(OC(C)(C)C)=O)C(C)CC(N1CCN(CC1)C1=NC=C(C=N1)C(F)(F)F)=O